3-Bromo-4-(trifluoromethyl)phenol BrC=1C=C(C=CC1C(F)(F)F)O